BrC1=C(C=C2C=C(N=CC2=C1)CN(C(OCC1C2=CC=CC=C2C=2C=CC=CC12)=O)CC(C)C)C(F)(F)P(=O)(OCC)OCC (9H-fluoren-9-yl)methyl ((7-bromo-6-((diethoxyphosphoryl) difluoromethyl)isoquinolin-3-yl)methyl)(isobutyl)carbamate